3-(2,2-diphenyl-2-(propionyloxy)acetoxy)spiro[bicyclo[3.2.1]octane-8,1'-pyrrolidin]-8-ium chloride [Cl-].C1(=CC=CC=C1)C(C(=O)OC1CC2CCC(C1)[N+]21CCCC1)(OC(CC)=O)C1=CC=CC=C1